Tert-butyl ((S)-1-(4,4-difluorocyclohexyl)-2-((2-hydroxy-5-((S)-2-methoxy-1-((S)-2-oxo-4-(trifluoromethyl)imidazolidin-1-yl)ethyl)phenyl)amino)-2-oxoethyl)carbamate FC1(CCC(CC1)[C@@H](C(=O)NC1=C(C=CC(=C1)[C@@H](COC)N1C(N[C@@H](C1)C(F)(F)F)=O)O)NC(OC(C)(C)C)=O)F